1,3-bis(3-methacryloxypropyl)-tetrakis(trimethylsiloxy)disiloxane C(C(=C)C)(=O)OCCC[Si](O[Si](CCCOC(C(=C)C)=O)(O[Si](C)(C)C)O[Si](C)(C)C)(O[Si](C)(C)C)O[Si](C)(C)C